ethyl 3-(2-ethoxyethoxy)-1H-pyrazole-4-carboxylate C(C)OCCOC1=NNC=C1C(=O)OCC